BrC1=CC=C(CC(C=O)CC(CCCC2=CC=CC=C2)=O)C=C1 2-(4-bromobenzyl)-4-oxo-7-phenylheptanal